2-[(2S)-1-[(3,4-difluorophenyl)methyl]-5-oxopyrrolidin-2-yl]acetic acid FC=1C=C(C=CC1F)CN1[C@@H](CCC1=O)CC(=O)O